N-(3-chloro-4-fluorophenyl)-2-((7-(trifluoromethyl)-[1,2,4]triazolo[1,5-c]pyrimidin-2-yl)thio)acetamide ClC=1C=C(C=CC1F)NC(CSC1=NN2C=NC(=CC2=N1)C(F)(F)F)=O